ClC1=NC(=C2C(=N1)N(N=C2)[C@H]2[C@@H]([C@@H]([C@H](O2)CS(=O)(=O)CP(O)(O)=O)O)O)NCC2=CC(=CC=C2)Cl (((((2S,3S,4R,5R)-5-(6-chloro-4-((3-chlorobenzyl)amino)-1H-pyrazolo[3,4-d]pyrimidin-1-yl)-3,4-dihydroxytetrahydrofuran-2-yl)methyl)sulfonyl)methyl)phosphonic acid